1-ethyl-5-(3-isopropyl-5-(piperidin-4-yl)-1H-indol-2-yl)-3,4-dimethylpyridin-2(1H)-one C(C)N1C(C(=C(C(=C1)C=1NC2=CC=C(C=C2C1C(C)C)C1CCNCC1)C)C)=O